N[C@@H](C)C=1C=NC2=CC=C(C=C2C1C(C)C)C1=NC(=NC=C1F)N[C@H]1[C@@H](COCC1)O (3S,4R)-4-((4-(3-((S)-1-aminoethyl)4-isopropylquinolin-6-yl)-5-fluoropyrimidin-2-yl)amino)tetrahydro-2H-pyran-3-ol